OC(P([O-])([O-])=O)P([O-])([O-])=O hydroxyl-methylene-diphosphonate